COC1=C(C=C(C=C1)C(=O)N1CCNCC1)N1C(NC(CC1)=O)=O 1-(2-methoxy-5-(piperazine-1-carbonyl)phenyl)dihydropyrimidine-2,4(1H,3H)-dione